CN1N=CC=2CN(CCCC21)C(=O)OC(C)(C)C Tert-Butyl 1-methyl-4,6,7,8-tetrahydropyrazolo[4,3-c]azepine-5(1H)-carboxylate